(S)-7-bromo-N-(1-((1-cyanocyclopropyl)amino)-4-methyl-1-oxopentan-2-yl)dibenzo[b,d]furan-3-carboxamide BrC1=CC2=C(C3=C(O2)C=C(C=C3)C(=O)N[C@H](C(=O)NC3(CC3)C#N)CC(C)C)C=C1